CC=1C=C(C=CC1C)N1N=C(C(N(C1=O)CCC)=O)C(=O)Cl 2-(3,4-dimethylphenyl)-3,5-dioxo-4-propyl-2,3,4,5-tetrahydro-1,2,4-triazine-6-carbonyl chloride